[Pt](Cl)Cl.NCCNCCN (diethylenetriamine) platinum (II) chloride